C[NH3+].CN(C)CCCC(C(=O)[NH-])=C dimethylaminopropyl-acrylamide methyl-ammonium salt